BrC1=CC(=C(CN(C(=O)[C@H]2CN(CCC2)C=2C=C(OC(C(=O)N3CCN(CC3)C(=O)OC(C)(C)C)(C)C)C=CC2)C2CC2)C=C1)OCCC tert-Butyl (R)-4-(2-(3-(3-((4-bromo-2-propoxybenzyl)(cyclopropyl)carbamoyl)piperidin-1-yl)phenoxy)-2-methylpropanoyl)piperazine-1-carboxylate